4-(difluoro-methoxy)-1-((4-phenoxybutyryl)glycyl)pyrrolidine-2-carboxamide FC(OC1CC(N(C1)C(CNC(CCCOC1=CC=CC=C1)=O)=O)C(=O)N)F